N12CCCC(CCC1)(C2)OC=2C=CC(=C(C(=O)NC1(CC1)C1=C3C=CC=NC3=CC(=C1)C=C)C2)C 5-((1-azabicyclo[3.3.1]nonan-5-yl)oxy)-2-methyl-N-(1-(7-vinylquinolin-5-yl)cyclopropyl)benzamide